C1(C=CC=2CCCCC12)[Ti](CC1=CC=CC=C1)(CC1=CC=CC=C1)CC1=CC=CC=C1 4,5,6,7-tetrahydroindenyl-tribenzyl-titanium